t-butyl-ethylenediamine C(C)(C)(C)NCCN